ClC1=CC=C(C=C1)C1=CC(=NC(=N1)C=1C=NC=CC1)NC1CCC(CC1)O 4-((6-(4-chlorophenyl)-2-(pyridin-3-yl)pyrimidin-4-yl)amino)cyclohexan-1-ol